C1(=CC=CC=C1)NC1CCN(CC1)CCC1=CC=CC=C1 N-phenyl-1-(2-phenylethyl)-piperidin-4-amine